COC(CC(CC1=C(C=C(C(=C1)F)F)F)N)=O 3-amino-4-(2,4,5-trifluorophenyl)-butyric acid methyl ester